FC1=CC=C(C=C1)SCC=O 2-((4-fluorophenyl)thio)ethan-1-one